C(#N)C12CC(C1)(C2)C=2N=C1N(C=C(C(=C1)OC)C(=O)NC1=NC(=CC=C1)OC)C2 2-(3-cyanobicyclo[1.1.1]pentan-1-yl)-7-methoxy-N-(6-methoxypyridin-2-yl)imidazo[1,2-a]pyridine-6-carboxamide